(S)-α-methyl-2-pyridinemethanol C[C@H](O)C1=NC=CC=C1